NCC(O)(C1(CC1)F)C1=CC(=C(C(=N1)C1=CC=C(C=C1)F)F)C(C)(C)O 2-(6-(2-amino-1-(1-fluorocyclopropyl)-1-hydroxyethyl)-3-fluoro-2-(4-fluoro-phenyl)pyridin-4-yl)propan-2-ol